O=C(C(=O)OC)C1=CC=CC=C1 methyl α-oxophenylacetate